4-(3-(tert-butyl)phenyl)-3-methylpyridine C(C)(C)(C)C=1C=C(C=CC1)C1=C(C=NC=C1)C